COCCN1N=CC(=C1)C1=CC=C(C(=O)OC)C=C1 methyl 4-[1-(2-methoxyethyl)pyrazol-4-yl]benzoate